FC=1C=C(C=NC1N1[C@H]([C@@H](C1)CS(=O)(=O)C)C)C1=NNC2=CC=CC=C12 3-(5-fluoro-6-((2S,3R)-2-methyl-3-((methylsulfonyl)methyl)azetidin-1-yl)pyridin-3-yl)-1H-indazole